(4R)-1-[4-[1-[(3S)-3-(1H-1,2,4-Triazol-5-yl)pyrrolidine-1-carbonyl]azetidin-3-yl]phenyl]-4-(trifluoromethyl)piperidin-2-one N1N=CN=C1[C@@H]1CN(CC1)C(=O)N1CC(C1)C1=CC=C(C=C1)N1C(C[C@@H](CC1)C(F)(F)F)=O